ClC1=C2C(=NC=C1C=1C=C(C=CC1)N1C(CN(CC1)CCOC)=O)NC=C2C2CC2 1-(3-(4-chloro-3-cyclopropyl-1H-pyrrolo[2,3-b]pyridin-5-yl)phenyl)-4-(2-methoxyethyl)piperazin-2-one